ClC1=CC=C(C=C1)C#C 1-chloro-4-ethynyl-benzene